1-Isocyanato-2-isocyanatomethyl-Cyclopentan N(=C=O)C1C(CCC1)CN=C=O